FC(=CCCN1C(C(C(CC1)C1=CC=C(C=C1)OC)COC1=CC=C2CNC(C2=C1)=O)C)F (-)-6-{[trans,trans-1-(4,4-difluorobut-3-en-1-yl)-4-(4-methoxyphenyl)-2-methylpiperidin-3-yl]Methoxy}-2,3-dihydro-1H-isoindol-1-one